N1(N=CN=C1)C(C)C=1C(=C(C(=C2C=NNC12)C=1N=CC=2N(C1)C=C(N2)NC(=O)[C@H]2[C@H](C2)F)Cl)F (1S,2S)-N-(6-(7-(1-(1H-1,2,4-triazol-1-yl)ethyl)-5-chloro-6-fluoro-1H-indazol-4-yl)imidazo[1,2-a]pyrazin-2-yl)-2-fluorocyclopropane-1-carboxamide